C(C)OC(=O)C1=C(C2=C(CC(C3=CN(N=C23)C[C@@H]2OCOC2)C(F)(F)F)O1)C 2-{[(2S)-1,4-Dioxolan-2-yl]methyl}-8-methyl-4-(trifluoromethyl)-4,5-dihydro-2H-furo[2,3-g]indazole-7-carboxylic acid ethyl ester